N-(4-{[6-(5-chloro-2-fluorophenyl)-3-methylpyridazin-4-yl]amino}pyridin-2-yl)-3-{6-methyl-3,6-diazabicyclo[3.1.1]heptan-3-yl}propanamide ClC=1C=CC(=C(C1)C1=CC(=C(N=N1)C)NC1=CC(=NC=C1)NC(CCN1CC2N(C(C1)C2)C)=O)F